ClC=1C(=CC2=C(OC3=C(C(N2)=O)C=CC=C3)C1)C(=O)O 7-chloro-11-oxo-10,11-dihydrodibenzo[b,f][1,4]oxazepine-8-carboxylic acid